C[SiH](O[Li])C dimethyl-siloxylithium